N-(((1S,4aS,4bR,6aR,8R,10aS,10bR,12aS)-8-hydroxy-8,12a-dimethyloctadecahydrochrysen-1-yl)methyl)nicotinamide O[C@]1(C[C@H]2CC[C@H]3[C@@H]4CCC[C@@H]([C@]4(CC[C@@H]3[C@H]2CC1)C)CNC(C1=CN=CC=C1)=O)C